5-Chloro-7-iodo-N-[(3R)-1-methyl-3-piperidyl]oxazolo[4,5-b]pyridin-2-amine ClC1=CC(=C2C(=N1)N=C(O2)N[C@H]2CN(CCC2)C)I